1,5,7-triazabicyclo(4.4.0)Dec-5-ene N12CCCN=C2NCCC1